FC1CN(CC1)CC1=CC=C(C=C1)C1=CC=C(C=C1)CC1=CC=C(C=C1)N1N=C(N=C1C)C(=O)N 1-(4-((4'-((3-fluoropyrrolidin-1-yl)methyl)-[1,1'-biphenyl]-4-yl)methyl)phenyl)-5-methyl-1H-1,2,4-triazole-3-carboxamide